S1C(=CC=C1)C(=O)[O-].[Cu+2].S1C(=CC=C1)C(=O)[O-] copper thiophenate